The molecule is a monocarboxylic acid anion that is the conjugate base of N-arachidonoyl-gamma-aminobutyric acid, obtained by deprotonation of the carboxy group; major species at pH 7.3. It is a monocarboxylic acid anion and a N-acyl-gamma-aminobutyrate. It is a conjugate base of a N-arachidonoyl-gamma-aminobutyric acid. CCCCC/C=C\\C/C=C\\C/C=C\\C/C=C\\CCCC(=O)NCCCC(=O)[O-]